C(CC)C(C#N)=C 2-propylacrylonitrile